C(CCC)C1=CC=C(C=C1)NC1N(C(=NC(=N1)N)N1CCOCC1)C1=CC(=CC=C1)Cl N-(4-Butylphenyl)-N1-(3-chlorophenyl)-6-morpholin-4-yl-[1,3,5]triazine-2,4-diamine